boc-propylenediamine C(=O)(OC(C)(C)C)NC(CN)C